(1S,2S)-N-(2,4-difluorobenzyl)-8-hydroxy-2,5,5-trimethyl-7,9-dioxo-2,5,7,9-tetrahydro-1,6-methanopyrido[1,2-b][1,2,5]triazonine-10-carboxamide FC1=C(CNC(=O)C=2C(C(=C3N(N4[C@H](C=CC(N(C3=O)C4)(C)C)C)C2)O)=O)C=CC(=C1)F